4-[(4-cyclohexylphenyl)amino]-2-(1H-imidazol-1-yl)-6-(propan-2-yl)-5,6-dihydro-7H-pyrrolo[3,4-d]pyrimidin-7-one C1(CCCCC1)C1=CC=C(C=C1)NC=1C2=C(N=C(N1)N1C=NC=C1)C(N(C2)C(C)C)=O